5-((5-chloro-3-(1-((3,3-difluorocyclobutyl)methyl)-1H-pyrazol-4-yl)quinoxalin-6-yl)oxy)-3-fluoro-2-nitroaniline ClC1=C2N=C(C=NC2=CC=C1OC=1C=C(C(=C(N)C1)[N+](=O)[O-])F)C=1C=NN(C1)CC1CC(C1)(F)F